2,2-dimethyl-1-(3-methyl-3-(cyclopentylmethyl)-5-bromoindolin-1-yl)-1-propanone CC(C(=O)N1CC(C2=CC(=CC=C12)Br)(CC1CCCC1)C)(C)C